3,4-dihydro-2H-benzo[4,5]imidazo[2,1-b][1,3,5]thiadiazepine-3-ol S1C=2N(CNC(C1)O)C1=C(N2)C=CC=C1